C(C)[C@@]1(CNCC[C@H]1O)F |r| rac-cis-3-ethyl-3-fluoro-4-hydroxypiperidine